CN1N=C(C=C1S(=O)(=O)N1CC2(C1)C[C@H](CC2)N2CCOCC2)C(F)(F)F (S)-4-(2-((1-methyl-3-(trifluoromethyl)-1H-pyrazol-5-yl)sulfonyl)-2-azaspiro[3.4]oct-6-yl)morpholine